3-(4-methoxyphenoxy)propanenitrile COC1=CC=C(OCCC#N)C=C1